[N+](=O)([O-])OC(CC)OC(C)=O propandiol monoacetate mononitrate